ClC=1C=C2C=NC(=NC2=CC1C1CCN(CC1)[C@@H]1C[C@@H](CC1)CC#N)NC=1C=NN(C1C)C1CC1 |o1:19| (1R,3S) or (1S,3S)-[3-(4-{6-chloro-2-[(1-cyclopropyl-5-methyl-1H-pyrazol-4-yl)amino]quinazolin-7-yl}piperidin-1-yl)cyclopentyl]acetonitrile